(((4R,6S)-9-(5-(2-hydroxy-propan-2-yl)pyrazin-2-yl)-4-methyl-8-oxo-7-oxa-9-azadispiro[2.2.46.23]dodecane-4-yl)methyl)-1H-benzo[d]imidazole-6-carbonitrile OC(C)(C)C=1N=CC(=NC1)N1C(O[C@@]2(C[C@@](C3(CC3)CC2)(C)CN2C=NC3=C2C=C(C=C3)C#N)C1)=O